(R)-1-(2-cyanophenyl)ethyl 4-(6-(1-methyl-1H-pyrazol-4-yl)pyrazolo[1,5-a]pyridin-3-yl)piperazine-1-carboxylate CN1N=CC(=C1)C=1C=CC=2N(C1)N=CC2N2CCN(CC2)C(=O)O[C@H](C)C2=C(C=CC=C2)C#N